tert-butyl 3-(N-(tert-butoxycarbonyl)-N-methylalanyl)-5-chloro-1H-indole-1-carboxylate C(C)(C)(C)OC(=O)N([C@@H](C)C(=O)C1=CN(C2=CC=C(C=C12)Cl)C(=O)OC(C)(C)C)C